Borane 2-(diphenylphosphino)ethyl-(2,6-bis(((tert-butyldimethylsilyl)oxy)methyl)phenyl)(methyl)carbamate C1(=CC=CC=C1)P(CCOC(N(C)C1=C(C=CC=C1CO[Si](C)(C)C(C)(C)C)CO[Si](C)(C)C(C)(C)C)=O)C1=CC=CC=C1.B